N[C@H]1CS(C2=C(N(C1=O)CC1=CC=C(C=C1)OCC(F)F)C=C(C=C2)C=2OC(=NN2)C(C)(C)C)(=O)=O (3R)-3-amino-7-(5-tert-butyl-1,3,4-oxadiazol-2-yl)-5-[[4-(2,2-difluoroethoxy)phenyl]methyl]-1,1-dioxo-2,3-dihydro-1lambda6,5-benzothiazepin-4-one